2-Methoxyethyl (2-{2-chloro-4-fluoro-5-[3-methyl-2,6-dioxo-4-(trifluoromethyl)-3,6-dihydropyrimidin-1(2H)-yl]phenoxy}phenoxy)acetate ClC1=C(OC2=C(OCC(=O)OCCOC)C=CC=C2)C=C(C(=C1)F)N1C(N(C(=CC1=O)C(F)(F)F)C)=O